ClC1=CC(=C(C=C1)C1=NC(=NC2=C1N=C(N(C2=O)C)C)[C@H]2C[C@@H](OCC2)C=2C=NN(C2)C)F 8-(4-chloro-2-fluorophenyl)-2,3-dimethyl-6-[(2r,4r)-2-(1-methyl-1H-pyrazol-4-yl)oxacyclohex-4-yl]-3H,4H-pyrimido[5,4-d][1,3]diazin-4-one